amino-L-citrulline NN[C@@H](CCCNC(=O)N)C(=O)O